CN(C1CCN(CC1)C(=O)OC(C)(C)C)C1=CC=C2C=CN=CC2=C1 tert-butyl 4-(methyl(isoquinolin-7-yl)amino)piperidine-1-carboxylate